C(C)(=O)C1=CC=C(C(=C1OCCCC(=O)O)CCC)OCCCSC1=C(C(=C(C=C1)C(C)=O)O)CCC 4-[6-acetyl-3-[3-(4-acetyl-3-hydroxy-2-propylphenyl)sulfanyl-propoxy]-2-propylphenoxy]butanoic acid